1-[[2-(difluoromethoxy)pyridin-4-yl]methyl]-3-[rac-(1R,4R)-5,5-difluoro-2-bicyclo[2.2.1]heptyl]urea FC(OC1=NC=CC(=C1)CNC(=O)NC1[C@H]2CC([C@@H](C1)C2)(F)F)F |r|